C1(CCC1)OC=1C(=CC2=CN(N=C2C1)[C@@]12CO[C@@](CC1)(C2)C)C(=O)NC=2C(N(C=CC2)C2CC2)=O 6-Cyclobutoxy-N-(1-cyclopropyl-2-oxo-1,2-dihydropyridin-3-yl)-2-((1S,4S)-1-methyl-2-oxabicyclo[2.2.1]hept-4-yl)-2H-indazole-5-carboxamide